4-[(4R,10bS)-4-methyl-2-(1-methyl-2-oxo-1,8-naphthyridin-4-yl)-3,4,6,10b-tetrahydro-1H-pyrazino[2,1-a]isoindol-8-yl]-3,6-dihydro-2H-pyridine-1-carboxylic acid tert-butyl ester C(C)(C)(C)OC(=O)N1CCC(=CC1)C=1C=C2CN3[C@@H](C2=CC1)CN(C[C@H]3C)C3=CC(N(C1=NC=CC=C31)C)=O